ClC=1C=C(C=CC1)[C@H]([C@H](CO)C)C (2R,3S)-3-(3-chlorophenyl)-2-methylbutan-1-ol